BrC=1C=NC(=NC1)C(=O)O 5-bromo-pyrimidine-2-carboxylic acid